1-(1-bicyclo[1.1.1]pentanyl)-3-[(3-tert-butylphenyl)methyl]urea C12(CC(C1)C2)NC(=O)NCC2=CC(=CC=C2)C(C)(C)C